N-Boc-N-(3-bromophenyl)benzophenone hydrazone C(=O)(OC(C)(C)C)N(N=C(C1=CC=CC=C1)C1=CC=CC=C1)C1=CC(=CC=C1)Br